BrCC(=O)C1=CC(=CC=C1)OC(F)F 2-bromo-1-[3-(difluoromethoxy)phenyl]ethanone